((2-(((5S,8S,10aR)-3-acetyl-6-oxo-8-((5-phenylthiazol-2-yl)carbamoyl)decahydropyrrolo[1,2-a][1,5]diazocin-5-yl)carbamoyl)benzo[b]thiophen-5-yl)difluoromethyl)phosphonic acid C(C)(=O)N1CC[C@@H]2N(C([C@H](C1)NC(=O)C1=CC3=C(S1)C=CC(=C3)C(F)(F)P(O)(O)=O)=O)[C@@H](CC2)C(NC=2SC(=CN2)C2=CC=CC=C2)=O